1,4-bis(4-benzyloxy-3-hydroxyphenoxy)butane C(C1=CC=CC=C1)OC1=C(C=C(OCCCCOC2=CC(=C(C=C2)OCC2=CC=CC=C2)O)C=C1)O